propionic acid 2-ethylhexyl ester C(C)C(COC(CC)=O)CCCC